C(C)OC(=O)C=1N=C2C(=CC(=C3C2=C(C1)C=N3)NC(CC)=O)N 6-Amino-8-propionylaminopyrrolo[4,3,2-de]quinoline-4-carboxylic acid ethyl ester